COC(=O)C=1C(=NOC1)C 3-methyl-1,2-oxazole-4-carboxylic acid methyl ester